8-(1-ethyl-1H-pyrazol-4-yl)-N-(2-methoxy-4-(1-methyl-1H-pyrazol-4-yl)phenyl)pyrido[3,4-d]pyrimidin-2-amine C(C)N1N=CC(=C1)C1=NC=CC2=C1N=C(N=C2)NC2=C(C=C(C=C2)C=2C=NN(C2)C)OC